CC(C(=O)OC(=C)C(F)(F)F)(CN1N=C(C2=CC=CC=C12)C1=C(C=CC=C1)C)C 3,3,3-Trifluoroprop-1-en-2-yl 2,2-dimethyl-3-(3-(o-tolyl)-1H-indazol-1-yl)propanoate